CC(=CC1=NC=C(C(=N1)OC1=CC=CC=C1)C(=O)N[C@@H](C)\C=C\S(=O)(=O)C)C (S,E)-2-(2-methylprop-1-en-1-yl)-N-(4-(methylsulfonyl)but-3-en-2-yl)-4-phenoxypyrimidine-5-carboxamide